FC=1C=C(C(=O)NC)C=CC1I 3-fluoro-4-iodo-N-methyl-benzamide